spiro[2.5]octan-6-ylmethanol C1CC12CCC(CC2)CO